COC1=CC=C(CN(C2=NC=C3C=C(C=NC3=C2)C=2C=C(C=CC2C)NC(C2=NC=CC(=C2)C(F)(F)F)=O)C)C=C1 N-(3-(7-((4-methoxybenzyl)(methyl)amino)-1,6-naphthyridin-3-yl)-4-methylphenyl)-4-(trifluoromethyl)picolinamide